C1(CCCCC1)OC1=C(C=CC=C1)CNC(=O)C=1C=C(C=NC1OC)C1=CC=C2C(=NNC2=C1)C(=O)NC 6-[5-({[2-(cyclohexyloxy)-phenyl]methyl}carbamoyl)-6-methoxypyridin-3-yl]-N-methyl-1H-indazole-3-carboxamide